1,1'-(3-methylene-1-propyne-1,3-diyl)bis[4-methylbenzene] C=C(C#CC1=CC=C(C=C1)C)C1=CC=C(C=C1)C